(S)-9-(2-bromoethoxy)-4-ethyl-8-fluoro-4-hydroxy-11-methyl-1H-pyrano[3',4':6,7]indolizino[1,2-b]quinoline-3,14(4H,12H)-dione BrCCOC1=CC=2C(=C3C(=NC2C=C1F)C1=CC2=C(C(N1C3)=O)COC([C@]2(O)CC)=O)C